C1(=CC=CC=C1)C=1C=CC=2N(C1)C=C(N2)C(=O)N 6-phenylimidazo[1,2-a]pyridine-2-carboxamide